[(furan-2-ylmethyl)(methyl)amino]methyl-7',8'-dihydro-6'H-spiro[cyclohexane-1,9'-furo[2,3-f]quinazoline]-7'-one O1C(=CC=C1)CN(C)CC1=CC=2C(=C3C4(NC(NC3=CC2)=O)CCCCC4)O1